COC=1C=C(CC2=CC(NC3=CC=CC=C23)=O)C=CC1OCC1=CC=C(C=C1)OC 4-(3-methoxy-4-((4-methoxybenzyl)oxy)benzyl)quinolone